4-amino-N-(2,5-dibromopyridin-3-yl)benzamide NC1=CC=C(C(=O)NC=2C(=NC=C(C2)Br)Br)C=C1